2-[7-(1H-indazol-6-ylamino)-1-oxo-isoindolin-2-yl]-N-(2,2,2-trifluoroethyl)acetamide N1N=CC2=CC=C(C=C12)NC=1C=CC=C2CN(C(C12)=O)CC(=O)NCC(F)(F)F